ClC1=C(CNC=2C=C3C=C(N(C3=CC2)C)C(=O)O)C=C(C=C1)CNC(C(C)C)=O 5-((2-Chloro-5-(isobutyrylaminomethyl)benzyl)amino)-1-methyl-1H-indole-2-carboxylic acid